(5'S)-1-(5-bromo-4-methylpyrimidin-2-yl)-5'-phenyltetrahydro-3'H-spiro[piperidine-4,2'-pyrrolo[2,1-b]oxazol]-3'-one BrC=1C(=NC(=NC1)N1CCC2(C(N3C(O2)CC[C@H]3C3=CC=CC=C3)=O)CC1)C